tert-butyl-3-bromo-7-{5-[(tert-butoxy)carbonyl]pyridin-2-yl}-1H-indole C(C)(C)(C)N1C=C(C2=CC=CC(=C12)C1=NC=C(C=C1)C(=O)OC(C)(C)C)Br